[C@@H]12N(C[C@@H](NC1)CC2)C=2C=CC=1N=CN=C(C1N2)NC2=C(C(=C(C=C2)OC(F)F)F)F 6-[(1S,4S)-2,5-diazabicyclo[2.2.2]octan-2-yl]-N-[4-(difluoromethoxy)-2,3-difluoro-phenyl]pyrido[3,2-d]pyrimidin-4-amine